8-(4-(1H-pyrazol-1-yl)-6-(pyridin-2-yl)-1,3,5-triazin-2-yl)-2-oxa-5,8-diazaspiro[3.5]nonane N1(N=CC=C1)C1=NC(=NC(=N1)C1=NC=CC=C1)N1CCNC2(COC2)C1